ClC=1C=CC(=C(C1)N1CC(N(CC1=O)C(C(=O)NC1=CC=C(C(=O)O)C=C1)CC1=CC=CC=C1)=O)N1N=NC=C1 4-(2-(4-(5-chloro-2-(1H-1,2,3-triazol-1-yl)phenyl)-2,5-dioxopiperazin-1-yl)-3-phenylpropanamido)benzoic acid